[K].[I] iodine potassium